diethyltrimethylsilicon borate B([O-])([O-])[O-].C(C)C([Si+](C)C)CC.C(C)C(CC)[Si+](C)C.C(C)C(CC)[Si+](C)C